6-fluoro-3-(pyrrolidin-3-yl)-1H-indole FC1=CC=C2C(=CNC2=C1)C1CNCC1